BrC1=CC=2C(C3=CC=CC=C3C(C2C=C1)=O)=O 2-bromoanthracene-9,10-dione